C(C)C1CC(N(C=2N=C(N=CC21)NC=2C=NC(=CC2C)C2=CSC=C2)C2CCOCC2)=O 5-ethyl-2-((4-methyl-6-(thiophen-3-yl)pyridin-3-yl)amino)-8-(tetrahydro-2H-pyran-4-yl)-5,8-dihydropyrido[2,3-d]pyrimidin-7(6H)-one